CC1=NC(=NC2=CC=CC=C12)CN1C(=O)N(C=2N=C(N(C2C1=O)CC#CC)Br)C 1-[(4-Methylquinazolin-2-yl)methyl]-3-methyl-7-(2-butyn-1-yl)-8-bromoxanthine